rac-N-[(3S,4R)-1-tert-butyl-3-fluoro-4-piperidyl]-2-[3-(2-methoxy-4-methylsulfonyl-anilino)prop-1-ynyl]-1-(2,2,2-trifluoroethyl)indol-4-amine C(C)(C)(C)N1C[C@@H]([C@@H](CC1)NC=1C=2C=C(N(C2C=CC1)CC(F)(F)F)C#CCNC1=C(C=C(C=C1)S(=O)(=O)C)OC)F |r|